O=C1N(CC2=C(C=CC=C12)N(CCCC(F)(F)F)C1CCC(CC1)NC1COC1)C1C(NC(CC1)=O)=O 3-(1-oxo-4-{[(1r,4r)-4-(oxetan-3-ylamino)cyclohexyl](4,4,4-trifluorobutyl)amino}-3H-isoindol-2-yl)piperidine-2,6-dione